CN(C)C[C@]1(CN(CCC1)C=1C=CC(=NC1)NC=1C=CC(=C2CNC(C12)=O)C1=CN=C2N1C=CC(=C2)F)OC (R)-7-((5-(3-((dimethylamino)-methyl)-3-methoxypiperidin-1-yl)pyridin-2-yl)amino)-4-(7-fluoroimidazo[1,2-a]pyridin-3-yl)isoindolin-1-one